CN(CCOC1CCC(CC1)C(=O)N(C1=NC=CC(=C1)C1=CC(=CC=C1)OC)CC1=CC=C(C=C1)C=1C=NC(=CC1)N(C)C)C 4-(2-(Dimethylamino)ethoxy)-N-(4-(6-(dimethylamino)pyridin-3-yl)benzyl)-N-(4-(3-methoxyphenyl)pyridin-2-yl)cyclohexanecarboxamide